N-[2-(1-benzylpiperidin-4-yl)ethyl]-4-hydroxy-1-[5-(trifluoromethoxy)pyridin-2-yl]piperidine-4-carboxamide C(C1=CC=CC=C1)N1CCC(CC1)CCNC(=O)C1(CCN(CC1)C1=NC=C(C=C1)OC(F)(F)F)O